The molecule is a member of the class of xanthones that is methyl (1S)-2,9-dihydro-1H-xanthene-1-carboxylate substituted by hydroxy groups at positions 2 and 8, a methyl group at position 6 and an oxo group at position 9. It has been isolated from the sea fan derived fungus Aspergillus sydowii. It has a role as an Aspergillus metabolite. It is a member of xanthones, a member of phenols, a secondary alcohol and a methyl ester. CC1=CC(=C2C(=C1)OC3=C(C2=O)[C@H]([C@@H](C=C3)O)C(=O)OC)O